bis(tertiary-butylamino)silane C(C)(C)(C)N[SiH2]NC(C)(C)C